C1OCC12N(CCC2)C(=O)C2=CC=C(CN1C3=NC(=NC=C3NC1=O)C1=C(C=CC=C1)C(C)C)C=C2 9-(4-(2-oxa-5-azaspiro[3.4]octane-5-carbonyl)benzyl)-2-(2-isopropylphenyl)-7,9-dihydro-8H-purin-8-one